4-fluoro-6-methoxy-2-(3-pyridyl)-5-trifluoromethylpyrimidine FC1=NC(=NC(=C1C(F)(F)F)OC)C=1C=NC=CC1